(1R-2S,5S)-2-chloromethyl-5-(4-fluorobenzyl)-2-methyl-1-(1H-1,2,4-triazol-1-ylmethyl)cyclopentanol ClC[C@@]1([C@@]([C@@H](CC1)CC1=CC=C(C=C1)F)(O)CN1N=CN=C1)C